bis((4R,4aS,7aR,12bS)-3-allyl-4a-hydroxy-7-oxo-2,3,4,4a,5,6,7,7a-octahydro-1H-4,12-methanobenzofuro[3,2-e]isoquinolin-9-yl)adipate C(C=C)N1[C@H]2[C@@]3(CCC([C@H]4[C@]3(CC1)C1=C(O4)C(=CC=C1C2)OC(CCCCC(=O)OC2=CC=C1C4=C2O[C@@H]2[C@]43CCN([C@@H]([C@@]3(CCC2=O)O)C1)CC=C)=O)=O)O